FC1=C2CN(C(C2=CC=C1CN1C(N(CC1)CC1=C(CC(CC1)(C)C)C1=CC=C(C=C1)F)=O)=O)C1C(NC(CC1)=O)=O 3-(4-fluoro-5-((3-((4'-fluoro-5,5-dimethyl-3,4,5,6-tetrahydro-[1,1'-biphenyl]-2-yl)methyl)-2-oxoimidazolidin-1-yl)methyl)-1-oxoisoindolin-2-yl)piperidine-2,6-dione